FC1=C(C=CC(=C1)F)[C@@H]1N(OCC1)C1=CC(=NC=N1)NC1=CC(=C(C=C1)N1CCC(CC1)N1CCN(CC1)C)OC (R)-6-(3-(2,4-difluorophenyl)isoxazolidin-2-yl)-N-(3-methoxy-4-(4-(4-methylpiperazine-1-yl)piperidin-1-yl)phenyl)pyrimidin-4-amine